NC1=NC=2C=C(C=CC2C2=C1N=C(N2CC(C)(O)C)CCCC)CC2=CC(=C(C=C2)F)CN 1-(4-amino-7-(3-(aminomethyl)-4-fluorobenzyl)-2-butyl-1H-imidazo[4,5-c]quinolin-1-yl)-2-methylpropan-2-ol